C1(=CC=CC=C1)N1C2=CC=CC=C2C2=CC=C3C(=C12)N(C=1C=CC=CC13)C1=NC(=NC(=N1)C1=CC=CC=C1)C=1C=C3C2=CC=CC=4OC5=C(C42)C(C3=CC1)=CC=C5 11-phenyl-12-(4-phenyl-6-(triphenyleno[1,12-bcd]furan-9-yl)-1,3,5-triazin-2-yl)-11,12-dihydroindolo[2,3-a]carbazole